ClC=1C=CC(=NC1)C1=NN(CC1C1=CC=CC=C1)C#N (5-chloropyridin-2-yl)-4-phenyl-4,5-dihydropyrazole-1-carbonitrile